2-bromo-9,9-dimethylxanthene BrC1=CC=2C(C3=CC=CC=C3OC2C=C1)(C)C